(S)-2-(1-((6-(3-(1-(4-methyl-4H-1,2,4-triazol-3-yl)cyclobutyl)phenyl)-7-oxo-4-(trifluoromethyl)-6,7-dihydro-1H-pyrrolo[2,3-c]pyridin-2-yl)methyl)piperidin-3-yl)acetonitrile CN1C(=NN=C1)C1(CCC1)C=1C=C(C=CC1)N1C(C2=C(C(=C1)C(F)(F)F)C=C(N2)CN2C[C@@H](CCC2)CC#N)=O